acryloxy-2-hydroxypropane phosphate P(=O)(O)(O)O.C(C=C)(=O)OCC(C)O